ClC1=C(OP(=O)(OC2=CC=CC=C2)N[C@H](C(=O)OC(C)C)C)C=CC(=C1)[N+](=O)[O-] (2S)-isopropyl 2-(((2-chloro-4-nitrophenoxy)(phenoxy)phosphoryl)amino)propanoate